C(C1=CC=CC=C1)O[C@@H]1[C@H](O[C@@H]([C@H]([C@@H]1OCC1=CC=CC=C1)OCC1=CC=CC=C1)CO[Si](C(C)C)(C(C)C)C(C)C)OC[C@@H]1[C@H]([C@@H]([C@@H]([C@@H](SCC)O1)OCC1=CC=CC=C1)OCC1=CC=CC=C1)OCC1=CC=CC=C1 Ethyl 2,3,4-tri-O-benzyl-6-O-triisopropylsilyl-α-D-mannopyranosyl-(1→6)-2,3,4-tri-O-benzyl-1-thio-α-D-mannopyranoside